Neopentyl ((S)-(((2R,5R)-2-Ethynyl-5-(5-methyl-2,4-dioxo-3,4-dihydropyrimidin-1(2H)-yl)-2,5-dihydrofuran-2-yl)methoxy)(naphthalen-1-yloxy)phosphoryl)-L-alaninate C(#C)[C@@]1(O[C@H](C=C1)N1C(NC(C(=C1)C)=O)=O)CO[P@](=O)(OC1=CC=CC2=CC=CC=C12)N[C@@H](C)C(=O)OCC(C)(C)C